N-[(3S,5R)-5-Cyanopiperidin-3-yl]-3-{[(6-hydroxy-3-oxo-3,4-dihydro-2H-1,4-benzoxazin-7-yl)amino]methyl}benzamid C(#N)[C@@H]1C[C@@H](CNC1)NC(C1=CC(=CC=C1)CNC1=CC2=C(NC(CO2)=O)C=C1O)=O